FC(C1=CC=C(COC2=CC=CC(=N2)C2=CC(=C(CC3=NC4=C(N3[C@@H]3COCC3(C)C)C=C(C=C4)C(=O)O)C=C2F)F)C=C1)F (S)-2-(4-(6-((4-(difluoromethyl)benzyl)oxy)pyridin-2-yl)-2,5-difluorobenzyl)-1-(4,4-dimethyltetrahydrofuran-3-yl)-1H-benzo[d]imidazole-6-carboxylic acid